FC1=C(C=CC(=C1)OC1=CC(=NC=C1)N1CC(CCC1)(C)O)NC1=NC=NC2=CC(=C(C=C12)NC1CCN(CC1)C(C=C)=O)OC 1-(4-((4-((2-fluoro-4-((2-(3-hydroxy-3-methylpiperidin-1-yl)pyridin-4-yl)oxy)phenyl)amino)-7-methoxyquinazolin-6-yl)amino)piperidin-1-yl)prop-2-en-1-one